1-(3-bromo-4-(4-fluoro-2,6-dimethyl-phenoxy)phenyl)ethanone BrC=1C=C(C=CC1OC1=C(C=C(C=C1C)F)C)C(C)=O